ClCCCSC Chloropropyl-methyl-sulfane